methyl (S)-3-(4-(((S)-7-methoxy-2,3-dihydrobenzo[b][1,4]dioxin-2-yl) methoxy) phenyl)-4-hexynoate COC=1C=CC2=C(O[C@H](CO2)COC2=CC=C(C=C2)[C@H](CC(=O)OC)C#CC)C1